OCC1CCC(CC1)CC=COC=C vinyl 4-hydroxymethylcyclohexylmethyl-vinyl ether